3-((tert-butoxycarbonyl)amino)cyclopentanecarboxylic acid C(C)(C)(C)OC(=O)NC1CC(CC1)C(=O)O